COC=1C=C(C=CC1OC)C=1C(=NN2C1N=C(C=C2NCC=2C=NC(=CC2)C)C)C 3-(3,4-dimethoxyphenyl)-2,5-dimethyl-N-[(6-methyl-3-pyridyl)methyl]pyrazolo[1,5-a]pyrimidin-7-amine